ClC=1C=C(C=C(C1)Cl)NC(=O)C(C(=O)N[C@H]1C=C[C@H](C1)C(=O)OC)CC methyl (1S,4R)-4-[2-[(3,5-dichlorophenyl)carbamoyl]butanoyl-amino]cyclopent-2-ene-1-carboxylate